N[C@@H]1[C@H](C[C@@](O[C@H]1[C@@H]([C@@H](CNC(CC1=CC=C(C=C1)Cl)=O)O)O)(C(=O)OC)OCCCCCCOCC#C)O methyl (2R,4S,5R,6R)-5-amino-6-((1R,2R)-3-(2-(4-chlorophenyl)acetamido)-1,2-dihydroxypropyl)-4-hydroxy-2-((6-(prop-2-yn-1-yloxy)hexyl)oxy)tetrahydro-2H-pyran-2-carboxylate